C(C)(C)N1C=CC2=CC(=CC=C12)C1=NOC(=N1)C1=CC(=CC=C1)OC 3-(1-isopropyl-1H-indol-5-yl)-5-(3-methoxyphenyl)-1,2,4-oxadiazole